2-Aminocyclobutan-1-ol hydrochloride Cl.NC1C(CC1)O